CC(C)C1=NC=C(C=N1)NC(=O)N1[C@H](CCC1)C(=O)NC1=CC=C(C=C1)C1=CC=C(C=C1)C(=O)O 4'-[(1-{[2-(propan-2-yl)pyrimidin-5-yl]carbamoyl}-D-prolyl)amino][1,1'-biphenyl]-4-carboxylic acid